CC1(C(N(C2=CC=CC=C12)CCC)I)C 3,3-dimethyl-1-propyliodoindole